Cl.COC(=O)C1=CN=C(S1)N1N=C(N=C1[C@H](C)N)C1CC1 2-{5-[(1S)-1-Aminoethyl]-3-cyclopropyl-1H-1,2,4-triazol-1-yl}-1,3-thiazole-5-carboxylic acid methyl ester hydrochloride